C(C)(C)(C)C1=NN2C(N=C(C3=CC=CC=C23)OCC2=CC3=CC=CC=C3C=C2)=C1 (tert-butyl)-5-(naphthalen-2-ylmethoxy)pyrazolo[1,5-a]quinazoline